The molecule is a hydroxyanthraquinone that is 1,3,6,8-tetrahydroxy-9,10-anthraquinone bearing a 1,5-dihydroxyhexyl substituent at position 2 (the 1'S,5'R-diastereomer). It has a role as a fungal metabolite. It is a polyketide, a polyphenol and a tetrahydroxyanthraquinone. C[C@H](CCC[C@@H](C1=C(C=C2C(=C1O)C(=O)C3=C(C2=O)C=C(C=C3O)O)O)O)O